iodoneopentyl-zinc (II) I[Zn]CC(C)(C)C